C12(CC(C1)C2)N2N=CC(=C2)C(=O)NC=2N=CC1=CC(=C(C=C1C2)C2CCN(CC2)[C@]2(COC[C@H]2O)C)Cl 1-(bicyclo[1.1.1]pentan-1-yl)-N-(7-chloro-6-(1-((3S,4S)-4-hydroxy-3-methyltetrahydrofuran-3-yl)piperidin-4-yl)isoquinolin-3-yl)-1H-pyrazole-4-carboxamide